2-(prop-1-en-2-ylphenyl)pyrrolidine-1-carboxylate C=C(C)C1=C(C=CC=C1)C1N(CCC1)C(=O)[O-]